ClC1=CC=C(C=C1)C(=C)CBr 2-(4-chlorophenyl)-3-bromo-1-propene